isopropyliminobis(diethylamino)cyclopentadienyl-tantalum C(C)(C)N=[Ta](C1C=CC=C1)(N(CC)CC)N(CC)CC